1-[2-(1,4-diazepan-1-yl)-5-fluoropyrimidin-4-yl]-N-({2-methylimidazo[1,2-a]pyridin-3-yl}methyl)azetidine-3-carboxamide N1(CCNCCC1)C1=NC=C(C(=N1)N1CC(C1)C(=O)NCC1=C(N=C2N1C=CC=C2)C)F